C(C1=CC=CC=C1)NC(=O)C=1C=NN(C1)C1=CN=C2N1C=C(C(=C2)OC)S(=O)(=O)C(C)(C)C N-benzyl-1-(6-(tert-butylsulfonyl)-7-methoxyimidazo[1,2-a]pyridin-3-yl)-1H-pyrazole-4-carboxamide